N-(2,2'-dichloro-3'-(5-(((2-hydroxyethyl)amino)methyl)picolinamido)-[1,1'-biphenyl]-3-yl)-4-((2-hydroxyethyl)amino)-4,5,6,7-tetrahydropyrazolo[1,5-a]pyridine-2-carboxamide ClC1=C(C=CC=C1NC(=O)C1=NN2C(C(CCC2)NCCO)=C1)C1=C(C(=CC=C1)NC(C1=NC=C(C=C1)CNCCO)=O)Cl